C(C=C)(=O)N1CC(CC1)(C1=C(C(=CC=C1F)Cl)Cl)NC=1C(=C2C(N(C=NC2=CC1)C)=O)C 6-((1-Acryloyl-3-(2,3-dichloro-6-fluorophenyl)pyrrolidin-3-yl)amino)-3,5-dimethylquinazolin-4(3H)-one